N1=CC=C2CC=3C=CN=CC3C=C21 Azolo[4,5-g]isoquinoline